N-(5-chloro-6-(2H-1,2,3-triazol-2-yl)pyridin-3-yl)-N'-(6-methoxy-4-(1-methoxyethyl)-1,5-naphthyridin-3-yl)urea ClC=1C=C(C=NC1N1N=CC=N1)NC(=O)NC=1C=NC2=CC=C(N=C2C1C(C)OC)OC